(S)-N-(1-((4-Bromophenyl)(Phenyl)Methyl)Azetidin-3-Yl)-N-(3,5-Difluorophenyl)Methanesulfonamide BrC1=CC=C(C=C1)[C@@H](N1CC(C1)N(S(=O)(=O)C)C1=CC(=CC(=C1)F)F)C1=CC=CC=C1